Methyl 5-((2-(3-((tert-butoxycarbonyl)amino)propyl)-3,4-difluorophenyl)-amino)-2-(trifluoromethyl)isonicotinate C(C)(C)(C)OC(=O)NCCCC1=C(C=CC(=C1F)F)NC1=CN=C(C=C1C(=O)OC)C(F)(F)F